CN(C1CCC(CC1)NC(=O)C=1SC2=C(N1)C(=CN2)C(C)C)C N-(4-(dimethylamino)cyclohexyl)-6-isopropyl-4H-pyrrolo[3,2-d]thiazole-2-carboxamide